6-[3-chloro-2-fluoro-4-(3-hydroxy-2,2-dimethylpropoxy)-5-methylphenyl]-5-methyl-4,5-dihydro-2H-pyridazin-3-one ClC=1C(=C(C=C(C1OCC(CO)(C)C)C)C=1C(CC(NN1)=O)C)F